tert-butyl 4-(2-(4-(4-(2-((2S,4S)-2-(benzo[d]oxazole-2-carbonyl)-4-fluoropyrrolidin-1-yl)-2-oxoethylcarbamoyl)quinolin-6-yl)benzamido)ethyl)piperazine-1-carboxylate O1C(=NC2=C1C=CC=C2)C(=O)[C@H]2N(C[C@H](C2)F)C(CNC(=O)C2=CC=NC1=CC=C(C=C21)C2=CC=C(C(=O)NCCN1CCN(CC1)C(=O)OC(C)(C)C)C=C2)=O